(2R,3S,4S)-4-hydroxy-2-[(4-methoxyphenyl)methyl]pyrrolidin-3-yl 2-(oxetan-3-yl)acetate O1CC(C1)CC(=O)O[C@H]1[C@H](NC[C@@H]1O)CC1=CC=C(C=C1)OC